N-(5-(tert-butyl)isoxazol-3-yl)-2-(4-(5-(1-methyl-1H-pyrazol-4-yl)-1H-benzo[d]imidazol-1-yl)phenyl)acetamide C(C)(C)(C)C1=CC(=NO1)NC(CC1=CC=C(C=C1)N1C=NC2=C1C=CC(=C2)C=2C=NN(C2)C)=O